BrC1=CC(=C(C(=O)NC2=CC=C3C=NN(C3=C2)C2CCC(CC2)(F)F)C=C1)N1CCC2(CC2)CC1 4-Bromo-N-(1-(4,4-difluorocyclohexyl)-1H-indazol-6-yl)-2-(6-azaspiro[2.5]oct-6-yl)benzamide